4-[(R)-[4-(1,3-Dioxan-2-ylmethoxy)phenyl]-hydroxy-methyl]-3-[2-fluoro-4-(trifluoromethyl)phenyl]quinolin-7-ol O1C(OCCC1)COC1=CC=C(C=C1)[C@H](C1=C(C=NC2=CC(=CC=C12)O)C1=C(C=C(C=C1)C(F)(F)F)F)O